tert-butyl 2-[2-(p-tolylsulfonyloxy)ethoxy]acetate C1(=CC=C(C=C1)S(=O)(=O)OCCOCC(=O)OC(C)(C)C)C